[I-].C(CCCCCCCC)[N+](CCCCCCCCC)(CCCCCCCCC)CCCCCCCCC tetranonyl-ammonium iodide